C1(=CC=CC=C1)S(=O)(=O)OC=1C=C(C=CC1)NC(=O)NC1=CC(=CC=C1)OS(=O)(=O)CC N-[3-(phenylsulfonyloxy)phenyl]-N'-[3-(ethanesulfonyloxy)phenyl]urea